N-[2,3-dihydroxy-2-(hydroxymethyl)propyl]acetamide Ethyl-2-[5-fluoro-2-hydroxy-4-(4,4,5,5-tetramethyl-1,3,2-dioxaborolan-2-yl)phenyl]acetate C(C)OC(CC1=C(C=C(C(=C1)F)B1OC(C(O1)(C)C)(C)C)O)=O.OC(CNC(C)=O)(CO)CO